OC1=C(C(=O)OC)C=C(C=C1)NC([C@H](CC(C)C)NC(C(CC)OCCCC\C=C/C\C=C/C\C=C/C\C=C/C\C=C/CC)=O)=O Methyl 2-hydroxy-5-((2S)-2-(2-((5Z,8Z,11Z,14Z,17Z)-icosa-5,8,11,14,17-pentaen-1-yloxy)butanamido)-4-methylpentanamido)benzoate